CCCCCCCCCCCCCOC(=O)CCSCCC(=O)OCCCCCCCCCCCCC di(tridecyl) thiodipropionate